FC1(CCN(CCC1)C1=C(C=C2C(=N1)CCC2)C(=O)NC2=CC(=CC=C2)S(=O)(=O)C)F 2-(4,4-difluoroazepan-1-yl)-N-(3-(methylsulfonyl)phenyl)-6,7-dihydro-5H-cyclopenta[b]pyridine-3-carboxamide